7,8-dimethyl-3-(pyrimidin-2-yl)-2,3,4,5-tetrahydro-1H-benzo[d]azepine-6,9-dione CC=1C(C2=C(CCN(CC2)C2=NC=CC=N2)C(C1C)=O)=O